2-ethoxy-[1,3,2]dioxasilinan-2-ylpropyl mercaptan C(C)O[Si]1(OCCCO1)CCCS